O=S1(CCCC1)=N 1-oxo-1-iminothiolane